methyl 6-bromo-4-indazolecarboxylate BrC=1C=C(C=2C=NNC2C1)C(=O)OC